C(CCCCCCCCCCC)(=O)SCCNC(CCNC([C@@H](C(COP(OP(OC[C@@H]1[C@H]([C@H]([C@@H](O1)N1C=NC=2C(N)=NC=NC12)O)OP(=O)(O)O)(=O)O)(=O)O)(C)C)O)=O)=O dodecanoyl-CoA